NC1=CC=C(C=C1)OC 2-amino-5-methoxybenzene